C(C)(C)(C)OC(=O)N1CCC(CC1)(O)CC1=C(C=C(C=C1)Cl)F 4-(4-chloro-2-fluorobenzyl)-4-hydroxypiperidine-1-carboxylic acid tert-butyl ester